2-(3-bromophenyl)-2-cyclopropylacetylhydrazine BrC=1C=C(C=CC1)C(C(=O)NN)C1CC1